(R)-3-(isoquinolin-4-yl)-1-(1-(methylsulfonyl)azetidin-3-yl)-2-oxoimidazoline-4-carbonitrile C1=NC=C(C2=CC=CC=C12)N1C(N(C[C@@H]1C#N)C1CN(C1)S(=O)(=O)C)=O